Cl.N1=CN=CC(=C1)[C@H]1NOCC1 (3S)-3-pyrimidin-5-ylisoxazolidine HCl salt